isoquinolin-1-ol C1(=NC=CC2=CC=CC=C12)O